COC(C)C=1C=2N(N=CC1)C=C(N2)C 8-(1-methoxyethyl)-2-methylimidazo[1,2-b]pyridazin